COC1=C(C=C(C=C1)OC)C1NCCC=2C3=CC=CC=C3NC12 1-(2,5-dimethoxyphenyl)-1,2,3,4-tetrahydro-β-carboline